C1(CC1)CN1C(N(C(C2=CC(=CC=C12)S(=O)(=O)NC1(CC1)C)=O)C1CNCC1)=O 1-(cyclopropylmethyl)-N-(1-methylcyclopropyl)-2,4-dioxo-3-(pyrrolidin-3-yl)-1,2,3,4-tetrahydroquinazoline-6-sulfonamide